2-(6,8-Dioxo-2,7-diazaspiro[4.5]dec-2-yl)benzo[d]thiazole-6-carboxylic acid methyl ester COC(=O)C1=CC2=C(N=C(S2)N2CC3(CC2)C(NC(CC3)=O)=O)C=C1